3,5-dichlorophthalic acid ClC1=C(C(C(=O)O)=CC(=C1)Cl)C(=O)O